(5Z)-8-bromo-5-octenylacetate BrCC\C=C/CCCCCC(=O)[O-]